3-(6-bromopyridin-3-yl)-2,4-difluoroaniline BrC1=CC=C(C=N1)C=1C(=C(N)C=CC1F)F